NC1=C(C=C(C=N1)C=1C=NC(=CC1)F)C(=O)N[C@H]1COC[C@@H]1OCC1=CC=C(C=C1)C=1C=C2C(CN(C2=CC1)C1CCN(CC1)CCO)(C)C 6-amino-6'-fluoro-N-{(3S,4R)-4-[(4-{1-[1-(2-hydroxyethyl)piperidin-4-yl]-3,3-dimethyl-2,3-dihydro-1H-indol-5-yl}phenyl)methoxy]oxolan-3-yl}[3,3'-bipyridine]-5-carboxamide